B([O-])([O-])[O-] R-borate